(R)-2-bromo-1-(pyridin-2-yl)ethan-1-ol BrC[C@H](O)C1=NC=CC=C1